C(C)(=O)NC=1C(=C(C(=O)O)C(=C(C1I)NC(C)=O)I)I 3,5-bis-(N-acetylamino)-2,4,6-triiodobenzoic acid